Ethyl 5-iodo-2-[methyl(5-methyl-6-{[(2Z)-3-{[2-(trimethylsilyl)ethoxy]methyl}-2,3-dihydro-1,3-benzothiazol-2-ylidene]amino}pyridazin-3-yl)amino]-1,3-thiazole-4-carboxylate IC1=C(N=C(S1)N(C=1N=NC(=C(C1)C)\N=C\1/SC2=C(N1COCC[Si](C)(C)C)C=CC=C2)C)C(=O)OCC